5-fluoro-6-((4-fluorophenoxy)methyl)nicotinonitrile FC=1C(=NC=C(C#N)C1)COC1=CC=C(C=C1)F